1,1,2,2-Tetrafluoro-3-methylsulfonyl-propane FC(C(CS(=O)(=O)C)(F)F)F